COC(=O)N1CC(C1)N(C(=O)NC=1C(=NC(=CC1)C)OC(F)F)C1=C(C=CC=C1)C(C)C.C(#N)C=P(CCCC)(CCCC)CCCC (cyanomethylene)tributyl-phosphorane methyl-3-(3-(2-(difluoromethoxy)-6-methylpyridin-3-yl)-1-(2-isopropylphenyl)ureido)azetidine-1-carboxylate